CN(C)CCCN(CCCN(C)C)CCCN(C)C Tris-(Dimethylaminopropyl)amine